diethyl (3-(3,6-dichloro-9H-carbazole-9-yl)propyl)phosphonate ClC=1C=CC=2N(C3=CC=C(C=C3C2C1)Cl)CCCP(OCC)(OCC)=O